[Cu].FC(C=1C(=C(C=CC1)[C@@H](C)NC=1C2=C(N=C(N1)C)C=NC(=C2)N2CC1C(C2)CN(C1)C(C)=O)F)F 1-[5-[4-({(1R)-1-[3-(difluoromethyl)-2-fluorophenyl]ethyl}amino)-2-methylpyrido[3,4-d]pyrimidin-6-yl]hexahydropyrrolo[3,4-c]pyrrol-2(1H)-yl]ethan-1-one copper